The molecule is a 2-[(1-benzylpiperidin-4-yl)methyl]-5,6-dimethoxyindan-1-one that has R configuration. It is a conjugate base of a (R)-donepezil(1+). It is an enantiomer of a (S)-donepezil. COC1=C(C=C2C(=C1)C[C@H](C2=O)CC3CCN(CC3)CC4=CC=CC=C4)OC